methacryloyloxyethyl-phosphorylCholine C(C(=C)C)(=O)OCCP(=O)=C(O)C[N+](C)(C)C